5-(Isopropoxycarbonylamino)piperidine-1,2-dicarboxylic acid O2-benzyl O1-tert-butyl ester C(C)(C)(C)OC(=O)N1C(CCC(C1)NC(=O)OC(C)C)C(=O)OCC1=CC=CC=C1